6-benzyl-3-((1-methyl-1H-imidazol-4-yl)methyl)-2,3,4,6-tetrahydropyrido[3,4-c][1,8]naphthyridine-5(1H)-one C(C1=CC=CC=C1)N1C(C2=C(C=3C=CC=NC13)CCN(C2)CC=2N=CN(C2)C)=O